N1=NC(=CC=C1)CNC(=O)[C@@H]1CC12CCN(CC2)C(=O)OC(C(F)(F)F)C(F)(F)F 1,1,1,3,3,3-Hexafluoropropan-2-yl (R)-1-((pyridazin-3-ylmethyl)carbamoyl)-6-azaspiro[2.5]octan-6-carboxylat